Nonane-7,8-dicarboxylic acid 7-benzyl ester 8-methyl ester COC(=O)C(C(CCCCCC)C(=O)OCC1=CC=CC=C1)C